CC1(CC1)C(=O)NC1=C(C=CC=C1)B1OC(C(O1)(C)C)(C)C 1-methyl-N-[2-(4,4,5,5-tetramethyl-1,3,2-dioxaborolan-2-yl)phenyl]cyclopropanecarboxamide